6-Cyano-7-hydroxy-1-methyl-4-[4-methyl-4-(5-methyl-1,3-benzooxazol-2-yl)piperidin-1-yl]-2-oxo-1,2-dihydroquinoline-3-carboxamide C(#N)C=1C=C2C(=C(C(N(C2=CC1O)C)=O)C(=O)N)N1CCC(CC1)(C=1OC2=C(N1)C=C(C=C2)C)C